2-METHYLOCTYL ACETATE C(C)(=O)OCC(CCCCCC)C